ClC1=NC=C(C(=C1)C1=C(C=NC(=C1)C)C(=O)NC=1S(C2=C(N1)CNC2)C(=O)[C@@H]2C[C@](CC2)(C(F)(F)F)O)OC 2'-chloro-N-(S-((1S,3R)-3-hydroxy-3-(trifluoromethyl)cyclopentane-1-carbonyl)-5,6-dihydro-4H-pyrrolo[3,4-d]thiazol-2-yl)-5'-methoxy-6-methyl-[4,4'-bipyridine]-3-carboxamide